ClC1=C(C=CC(=C1)C(=O)N1[C@H]([C@@H](N(CC1)C1=CC(=CC=C1)Cl)C)C)[S@](=O)CC(=O)C=1N=NC=CC1 |&1:24| (±)-2-((2-Chloro-4-(4-(3-chlorophenyl)-trans-2,3-dimethylpiperazine-1-carbonyl)phenyl)sulfinyl)-1-(pyridazin-3-yl)ethan-1-one